6-[(E)-but-2-enyl]-4-[4-chloro-5-(morpholine-4-carbonyl)-2-pyridyl]-2-methyl-1H-pyrrolo[2,3-c]pyridin-7-one C(\C=C\C)N1C(C2=C(C(=C1)C1=NC=C(C(=C1)Cl)C(=O)N1CCOCC1)C=C(N2)C)=O